FC(CO)(F)C=1C=C(C=CC1)[C@@H](C)N1N=CC2=C(C(=CC(=C12)C(=O)N)C1CN(CCC1)C)OC ((R)-1-(3-(1,1-difluoro-2-hydroxyethyl)phenyl)ethyl)-4-methoxy-5-(1-methylpiperidin-3-yl)-1H-indazole-7-carboxamide